CC1=CC=C(C(=N1)C=O)OCC=1C=NC2=CC=CC=C2C1 6-methyl-3-(quinolin-3-ylmethoxy)picolinaldehyde